4-[(Z)-2-ethoxyvinyl]-1-methyl-1H-pyrazole-5-carboxylic acid methyl ester COC(=O)C1=C(C=NN1C)\C=C/OCC